CN(C)CC1COCCN1C1=NC(=NC=C1)NC1=CC(=C(C(=O)N([C@H]2CNCCC2)C2=NC=CC3=CC=CC(=C23)C)C=C1)F 4-(4-(3-((dimethylamino)methyl)morpholino)pyrimidin-2-ylamino)-2-fluoro-N-(8-methylisoquinolin-1-yl)-N-((R)-piperidin-3-yl)benzamide